FC(S(=O)(=O)ON(C1=CC=CC=C1)OS(=O)(=O)C(F)(F)F)(F)F N,N-bis[[(trifluoromethyl)sulfonyl]oxy]-benzenamine